ClC1=C(C=C(C=C1)[C@]12[C@@H]([C@H]([C@@H]([C@](CO1)(O2)[C@@H](C)O)O)O)O)CC2=CC=C(C=C2)OCC (1R,2S,3S,4R,5S)-5-(4-chloro-3-(4-ethoxybenzyl)phenyl)-1-(1-(1R)-hydroxyethyl)-6,8-dioxabicyclo[3.2.1]octane-2,3,4-triol